C(CCCCCCCCCCCCCCC)C1CCCCCCCCCC1 n-hexadecyl-cycloundecane